O=C1C(=C(C=NN1)N1CCOCC1)C(F)(F)F (S)-4-(6-oxo-5-(trifluoromethyl)-1,6-dihydropyridazin-4-yl)morpholin